Cl.OC=1C=CC(=C2C=CC=NC12)[C@H](CN[C@@H](CC1=CC=C(C=C1)OC)C)O 8-hydroxy-5-((1R)-1-hydroxy-2-(N-((1R)-2-(4-methoxyphenyl)-1-methylethyl)amino)ethyl)-quinoline hydrochloride